tert-Butyl((6-((1-(3-bromophenyl)cyclopropyl)carbamoyl)-5-methyl-1H-indol-2-yl)methyl)carbamate C(C)(C)(C)OC(NCC=1NC2=CC(=C(C=C2C1)C)C(NC1(CC1)C1=CC(=CC=C1)Br)=O)=O